3-((difluoromethyl)sulfonyl)pyridin-2-amine FC(S(=O)(=O)C=1C(=NC=CC1)N)F